9-oxo-9-(undecyloxy)nonanoic acid O=C(CCCCCCCC(=O)O)OCCCCCCCCCCC